2,2'-(1,4-phenylene)bis[3-(2-hydroxyethyl)-5-methyl-1,3-thiazolidin-4-one] C1(=CC=C(C=C1)C1SC(C(N1CCO)=O)C)C1SC(C(N1CCO)=O)C